C1(CC1)C(=O)NC1=CC(=C(N=N1)C(=O)NC([2H])([2H])[2H])NC1=C(C(=CC=C1)C1=NN(C=N1)C)OC 6-(cyclopropane-carboxamido)-4-((2-methoxy-3-(1-methyl-1H-1,2,4-triazol-3-yl)phenyl)amino)-N-(trideuteromethyl)pyridazine-3-carboxamide